S(N)(=O)(=O)NC1CCC1 (1s,3s)-3-(sulfamoylamino)cyclobutane